C1(=CC=CC=C1)C1=CC=CC=C1.[Na] Natrium biphenyl